C(C)OC=1C(=CNC(C1)=O)C1=CC(=C(C=C1)CC(=O)NC=1C=C(C(=O)NCCN2CCCCC2)C=C(C1)C(F)(F)F)F 3-[[2-[4-(4-ethoxy-6-oxo-1H-pyridin-3-yl)-2-fluoro-phenyl]acetyl]amino]-N-[2-(1-piperidyl)ethyl]-5-(trifluoromethyl)benzamide